C(C)(C)(C)NS(=O)(=O)C1=CC=C(C=C1)C(C)O N-tert-butyl-4-(1-hydroxyethyl)benzene-1-sulfonamide